C1(=CC=CC=C1)CC(=O)C1=CC=CC=C1 Diphenyl-ethanone